ClC=1C2=CN(N=C2C(=C(C1)C1=CC=C(C=C1)N1CC2(C1)CN(CCC2)CC)Cl)C(C(=O)NC=2SC=CN2)C2=C1N(C=N2)C[C@@H](C1)F 2-(4,7-Dichloro-6-(4-(6-ethyl-2,6-diazaspiro[3.5]nonan-2-yl)phenyl)-2H-indazol-2-yl)-2-((R)-6-fluoro-6,7-dihydro-5H-pyrrolo[1,2-c]imidazol-1-yl)-N-(thiazol-2-yl)acetamide